C(C1=CC=CC=C1)NC1=C(C(=C(C(=O)OC)C=C1F)F)OC methyl 4-(benzylamino)-2,5-difluoro-3-methoxybenzoate